3-fluoropyridine-2-carboxylic acid methyl-5-bromo-3-fluoropyridine-2-carboxylate COC(=O)C1=NC=C(C=C1F)Br.FC=1C(=NC=CC1)C(=O)O